1-(3-chloro-5-fluorophenyl)-3-cyclopropyl-5,5-difluoro-4,5,6,7-tetrahydro-1H-indol-4-ol ClC=1C=C(C=C(C1)F)N1C=C(C=2C(C(CCC12)(F)F)O)C1CC1